(5-(1-(2,6-dichlorophenyl)azetidin-3-yl)-2,3-dihydro-1H-inden-1-yl)-piperidine-4-carboxylic acid ClC1=C(C(=CC=C1)Cl)N1CC(C1)C=1C=C2CCC(C2=CC1)N1CCC(CC1)C(=O)O